1,2-bis(linoleoyloxy)-3-dimethylaminopropane C(CCCCCCC\C=C/C\C=C/CCCCC)(=O)OCC(CN(C)C)OC(CCCCCCC\C=C/C\C=C/CCCCC)=O